diazenyl-aniline N(=N)NC1=CC=CC=C1